3-bromo-N-(1-(naphthalene-1-yl)ethyl)propan-1-amine BrCCCNC(C)C1=CC=CC2=CC=CC=C12